butyl-1H-benzimidazol-5-amine C(CCC)N1C=NC2=C1C=CC(=C2)N